C(C)OC(CCCCCOCC1(CC(NC1)C(=O)O)F)=O 4-(((6-ethoxy-6-oxohexyl)oxy)methyl)-4-fluoropyrrolidine-2-carboxylic acid